Cl.Cl.CC1(C2C(N(C(C12)=O)CC1=CC2=NC=CC(=C2S1)C1=C(C(=O)N2C[C@H](CC2)NC(=O)N)C(=CC(=N1)C(F)(F)F)C)=O)C 1-((3S)-1-(2-(2-((6,6-dimethyl-2,4-dioxo-3-azabicyclo[3.1.0]hexan-3-yl)methyl)thieno[3,2-b]pyridin-7-yl)-4-methyl-6-(trifluoromethyl)nicotinoyl)pyrrolidin-3-yl)urea dihydrochloride